C(C=1C(C(=O)[O-])=CC(C(=O)[O-])=C(C(=O)[O-])C1)(=O)OCCCCCCCC(C)C (isodecyl) pyromellitate